ClC=1N=C2C=C(C=NC2=CC1)NC1=NC(=NC=C1)NC1=CC(=C(C=C1)OC1CC(C1)N(C)C)OC 4-(6-chloro-1,5-diaza-3-naphthylamino)-2-{3-methoxy-4-[(1s,3s)-3-(dimethylamino)cyclobutoxy]phenylamino}pyrimidine